ClCC([C@H]([C@@H](C)O[C@@H](C(F)(F)F)C)NC(OC(C)(C)C)=O)=O tert-Butyl ((3S,4R)-1-chloro-2-oxo-4-(((R)-1,1,1-trifluoropropan-2-yl)oxy)pentan-3-yl)carbamate